ClC=1C=C(C=NC1OC)C1=CNC2=NC=CC(=C21)OC2=C(C=C(C=C2F)NC=2OC[C@@](CN2)(C)CO)F |r| (+/-)-{2-[(4-{[3-(5-chloro-6-methoxypyridin-3-yl)-1H-pyrrolo[2,3-b]pyridin-4-yl]oxy}-3,5-difluorophenyl)amino]-5-methyl-5,6-dihydro-4H-1,3-oxazin-5-yl}methanol